5-hexyn-1-yl mesylate S(C)(=O)(=O)OCCCCC#C